(((3-chloro-1,4-diphenoxy-1,4-dihydronaphthalen-2-yl)amino)methyl)-N-(2-fluoro-4-iodophenyl)benzamide ClC1=C(C(C2=CC=CC=C2C1OC1=CC=CC=C1)OC1=CC=CC=C1)NCC1=C(C(=O)NC2=C(C=C(C=C2)I)F)C=CC=C1